Ethyl 2-[3-[2-[2-fluoro-5-[(6-fluoro-4-methyl-1H-indol-5-yl)oxy]phenyl]-1H-imidazol-5-yl]-3-methyl-2H-benzofuran-7-yl]acetate FC1=C(C=C(C=C1)OC=1C(=C2C=CNC2=CC1F)C)C=1NC(=CN1)C1(COC2=C1C=CC=C2CC(=O)OCC)C